C(C)(C)(C)OC(=O)N1CCC(=CC1)C=1C(=NC=CC1)NC=1C=NC(=CC1)C(F)(F)F 2-((6-(trifluoromethyl)pyridin-3-yl)amino)-3',6'-dihydro-[3,4'-bipyridine]-1'(2'h)-carboxylic acid tert-butyl ester